C(C)C(CO)=CCC1C(C(=CC1)C)(C)C 2-ethyl-4-(2,2,3-trimethyl-cyclopent-3-enyl)-2-buten-1-ol